4-(1-(2-chlorophenyl)ethyl)-N-((R,E)-4-(methylsulfonyl)but-3-en-2-yl)-3,4-dihydro-2H-benzo[b][1,4]oxazine-7-carboxamide ClC1=C(C=CC=C1)C(C)N1C2=C(OCC1)C=C(C=C2)C(=O)N[C@H](C)\C=C\S(=O)(=O)C